N-((1S,2R)-2-((4-cyclopropyl-2-(4-methylpiperazine-1-carbonyl)-6-nitrophenyl)amino)cyclopentyl)-6-methoxy-2-oxo-1,2-dihydroquinoline-4-carboxamide C1(CC1)C1=CC(=C(C(=C1)[N+](=O)[O-])N[C@H]1[C@H](CCC1)NC(=O)C1=CC(NC2=CC=C(C=C12)OC)=O)C(=O)N1CCN(CC1)C